1H,2H,3H,4H,6H,7H,8H-[1,3]diazino[1,2-a]-pyrimidine N1C=2N(CCC1)CCCN2